C(C=C(C(=O)O)CC(=O)O)(=O)O.[K].[K].[K] tri-potassium aconitic acid